CC1=C(NC=C1)C=O methyl-2-pyrrole-carbaldehyde